(R)-4-(difluoromethoxy)-N'-((1,2,3,5,6,7-hexahydro-s-indacen-4-yl)carbamoyl)benzenesulfonimidamide FC(OC1=CC=C(C=C1)[S@@](=O)(N)=NC(NC1=C2CCCC2=CC=2CCCC12)=O)F